C(C=C)(=O)N1[C@H](CN(CC1)C=1C2=C(N=C(N1)OC[C@H]1N(CCC1)C)C(=CN2C)CC2=CC(=CC1=CC=CC=C21)O)CC#N 2-((S)-1-propenoyl-4-(7-((3-hydroxynaphthalen-1-yl)methyl)-5-methyl-2-(((S)-1-methylpyrrolidin-2-yl)methoxy)-5H-pyrrolo[3,2-d]pyrimidin-4-yl)piperazin-2-yl)acetonitrile